(S)-1-(4-(4-(6-aminohex-1-yn-1-yl)-3-(hydroxymethyl)phenyl)piperazin-1-yl)-2-(4-(4-chlorophenyl)-2,3,9-trimethyl-6H-thieno[3,2-f][1,2,4]triazolo[4,3-a][1,4]diazepin-6-yl)ethan-1-one NCCCCC#CC1=C(C=C(C=C1)N1CCN(CC1)C(C[C@H]1C=2N(C3=C(C(=N1)C1=CC=C(C=C1)Cl)C(=C(S3)C)C)C(=NN2)C)=O)CO